ethyl 5-hydroxy-2-methyl-3-oxo-1-(4-(trifluoromethyl)phenyl)-2-azaspiro[5.5]undec-4-ene-4-carboxylate OC1=C(C(N(C(C12CCCCC2)C2=CC=C(C=C2)C(F)(F)F)C)=O)C(=O)OCC